tridodecyl-(2-ethoxyethoxy)silane C(CCCCCCCCCCC)[Si](OCCOCC)(CCCCCCCCCCCC)CCCCCCCCCCCC